(4-amino-1,7-dimethyl-1H-pyrazolo[4,3-c]quinolin-8-yl)(2-(3-fluoropyridin-2-yl)-4-methoxypyrazolidin-1-yl)methanone NC1=NC=2C=C(C(=CC2C2=C1C=NN2C)C(=O)N2N(CC(C2)OC)C2=NC=CC=C2F)C